N-(cyanomethyl)-1-(2-((1-methyl-1H-pyrazol-4-yl)amino)pyrimidin-4-yl)-1H-indole-3-carboxamide C(#N)CNC(=O)C1=CN(C2=CC=CC=C12)C1=NC(=NC=C1)NC=1C=NN(C1)C